E-geranyl-diethyl-amine C(\C=C(/C)\CCC=C(C)C)N(CC)CC